FC=1C=CC2=C(C1)COC1=NC(=NC=C12)O 8-fluoro-6H-isochromeno[3,4-d]pyrimidin-3-ol